tert-butyl 4-((5-bromo-1,3,4-thiadiazol-2-yl)oxy)piperidine-1-carboxylate BrC1=NN=C(S1)OC1CCN(CC1)C(=O)OC(C)(C)C